S(=O)(=O)([O-])[O-].[Na+].ClC=1N=CC(=C2C=C(N=CC12)NC(=O)C1CC1)C1=CC=CC=C1.[Na+] N-(8-chloro-5-phenyl-2,7-naphthyridin-3-yl)cyclopropanecarboxamide Natrium sulfat